OC(C)(C)C=1N=NC=CN1 3-(2-hydroxypropan-2-yl)-1,2,4-triazine